C1(CC1)C1=NC=C(C(=N1)C)B1OC(C(O1)(C)C)(C)C 2-cyclopropyl-4-methyl-5-(4,4,5,5-tetramethyl-1,3,2-dioxaborolan-2-yl)pyrimidine